N,N'-dimethyl-(1R,2R)-1,2-cyclohexanediamine CN[C@H]1[C@@H](CCCC1)NC